3-(5-azido-1-oxo-3H-isoindol-2-yl)piperidine-2,6-dione N(=[N+]=[N-])C=1C=C2CN(C(C2=CC1)=O)C1C(NC(CC1)=O)=O